2-Hydroxyethyl (3-(3-fluoro-4-((2-isopropylimidazol-1-yl)methyl)phenyl)-5-isobutyl-2-thienyl)sulfonylcarbamate FC=1C=C(C=CC1CN1C(=NC=C1)C(C)C)C1=C(SC(=C1)CC(C)C)S(=O)(=O)NC(OCCO)=O